rel-(6S,7R)-N-ethyl-2-oxo-7-({[(1s,4s)-4-phenylcyclohexyl]oxy}methyl)-1,8-diazaspiro[5.5]undecane-8-carboxamide C(C)NC(=O)N1[C@H]([C@]2(CCCC(N2)=O)CCC1)COC1CCC(CC1)C1=CC=CC=C1 |o1:6,7|